NC1=CC(=C(C=C1)C1(CC1)C#N)Cl 1-(4-amino-2-chloro-phenyl)cyclopropanecarbonitrile